NC1=C(C=C(C=N1)NC(C(=O)N1C(CCC(C1)C)C=1C=CC2=C(N=CS2)C1)=O)CC N-(6-amino-5-ethyl-3-pyridyl)-2-[2-(1,3-benzothiazol-5-yl)-5-methyl-1-piperidyl]-2-oxo-acetamide